N5-(8-((2-(2,6-dioxopiperidin-3-yl)-1,3-dioxoisoindolin-4-yl)amino)-8-oxooctyl)glutaramide O=C1NC(CCC1N1C(C2=CC=CC(=C2C1=O)NC(CCCCCCCNC(CCCC(=O)N)=O)=O)=O)=O